(R)-1-(2-chloro-5-fluoropyridin-3-yl)ethyl (4-(5-((3-fluorobicyclo-[1.1.1]pentan-1-yl)carbamoyl)-pyridin-2-yl)-1-methyl-1H-1,2,3-triazol-5-yl)-carbamate FC12CC(C1)(C2)NC(=O)C=2C=CC(=NC2)C=2N=NN(C2NC(O[C@H](C)C=2C(=NC=C(C2)F)Cl)=O)C